C(C)(C)C=1N=NN(C1)CC(=O)NC1=CC=C(C=C1)C1=NC=NC2=CC(=C(C=C12)OC)OCC1CCN(CC1)C 2-(4-isopropyl-1H-1,2,3-triazole-1-yl)-N-(4-(6-methoxy-7-((1-methylpiperidin-4-yl)methoxy)quinazolin-4-yl)phenyl)acetamide